1-(oxazol-2-yl)-3-((4-pentyl-6-(1H-pyrazol-1-yl)-1,3,5-triazin-2-yl)amino)propan-1-one O1C(=NC=C1)C(CCNC1=NC(=NC(=N1)CCCCC)N1N=CC=C1)=O